tert-butyl (3S)-4-[3-(2,6-dibenzyloxy-3-pyridyl)-1-methyl-indazol-6-yl]-3-methyl-piperazine-1-carboxylate C(C1=CC=CC=C1)OC1=NC(=CC=C1C1=NN(C2=CC(=CC=C12)N1[C@H](CN(CC1)C(=O)OC(C)(C)C)C)C)OCC1=CC=CC=C1